1-(2-fluoro-4-methoxyphenyl)-2,2-dimethylpropan-1-one FC1=C(C=CC(=C1)OC)C(C(C)(C)C)=O